COCC(=O)N([C@@H]1CC[C@H](CC1)NC1=NC=C(C(=N1)OC1COC1)C(F)(F)F)C1=NC=C(N=C1)C=1C=NN(C1)C 2-methoxy-N-(5-(1-methyl-1H-pyrazol-4-yl)pyrazin-2-yl)-N-(trans-4-((4-((oxetan-3-yl)oxy)-5-(trifluoromethyl)pyrimidin-2-yl)amino)cyclohexyl)acetamide